N-(N-acetylleucyl)-3-aminopropyl-triethoxysilane C(C)(=O)N[C@@H](CC(C)C)C(=O)NCCC[Si](OCC)(OCC)OCC